2-(2,2-difluoro-propyl)-5-(2'-methoxy-4'-methyl-3,4,5,6-tetrahydro-2H-[1,3']bipyridinyl-4-yl)-7-(2-trifluoromethyl-benzyl)-2,4,5,7-tetrahydro-pyrazolo[3,4-d]pyrimidin-6-one FC(CN1N=C2N(C(N(CC2=C1)C1CCN(CC1)C=1C(=NC=CC1C)OC)=O)CC1=C(C=CC=C1)C(F)(F)F)(C)F